2-Chloro-3-(4-[(2S,4E)-2-(hydroxymethyl)-4-(methoxyimino)pyrrolidine-1-carbonyl]phenyl)benzonitrile ClC1=C(C#N)C=CC=C1C1=CC=C(C=C1)C(=O)N1[C@@H](C\C(\C1)=N/OC)CO